NCC(=O)NCC(=O)N[C@H](C(=O)NCC(=O)NCOCCC#C)CC1=CC=CC=C1 (S)-2-(2-(2-Aminoacetamido)acetamido)-N-(2-(((but-3-yn-1-yloxy)methyl)amino)-2-oxoethyl)-3-phenylpropionamide